FC(OC=1C=C(C(=C(C1)O)C=1C=2N(C(=NN1)N[C@H]1CN(C[C@@H](C1)F)C)C=CC2)F)F 5-(difluoromethoxy)-3-fluoro-2-(4-{[(3r,5r)-5-fluoro-1-methylpiperidin-3-yl]amino}pyrrolo[1,2-d][1,2,4]triazin-1-yl)phenol